FC1=C(C=CC(=C1)F)C1(CCC1)C(/C=C/[C@H]1[C@@H](C[C@H]2[C@@H]1CCC1=C(O2)C(=C(C=C1)C(=O)O)F)O)O (1R,2R,3aS,10aR)-1-{(1E,3ξ)-3-[1-(2,4-difluorophenyl)cyclobutyl]-3-hydroxy-1-propen-1-yl}-5-fluoro-2-hydroxy-2,3,3a,9,10,10a-hexahydro-1H-benzo[b]cyclopenta[f]oxepin-6-carboxylic acid